C1=C(C=CC2=CC=CC=C12)C=1C2=CC=CC=C2C(=C2C=CC(=CC12)C=1C=C(C=CC1)P(C1=CC=CC=C1)(C1=CC=CC=C1)=O)C1=CC2=CC=CC=C2C=C1 (3-(9,10-di(naphthalene-2-yl)anthracene-2-yl)phenyl)diphenylphosphine oxide